tert-Butyl (S)-5-hydroxy-1-methyl-1,2-dihydro-3H-benzo[e]indole-3-carboxylate OC=1C2=C(C=3[C@@H](CN(C3C1)C(=O)OC(C)(C)C)C)C=CC=C2